2-(4-Chloro-1-isopropyl-1H-pyrazol-5-yl)-5-methoxy-N-(4-(1-methyl-4-(trifluoromethyl)-1H-imidazol-2-yl)benzyl)pyrimidin-4-amine ClC=1C=NN(C1C1=NC=C(C(=N1)NCC1=CC=C(C=C1)C=1N(C=C(N1)C(F)(F)F)C)OC)C(C)C